Heptadecan-9-yl 8-((3-((tert-butoxycarbonyl)amino)propyl)(6-(((nonyloxy)carbonyl)oxy)hexyl)amino)octanoate C(C)(C)(C)OC(=O)NCCCN(CCCCCCCC(=O)OC(CCCCCCCC)CCCCCCCC)CCCCCCOC(=O)OCCCCCCCCC